4-(2,6-Dihydroxy-4-propylphenyl)-5-methylindolin-2-one OC1=C(C(=CC(=C1)CCC)O)C1=C2CC(NC2=CC=C1C)=O